C1(CC1)C1=C(C=CC=C1)C1N(CCC1)C1CCC(CC1)OC1=CC=C(C(=O)NS(=O)(=O)C2=CC(=C(C=C2)NCC2CCOCC2)[N+](=O)[O-])C=C1 4-((4-(2-(2-cyclopropylphenyl)pyrrolidin-1-yl)cyclohexyl)oxy)-N-((3-nitro-4-(((tetrahydro-2H-pyran-4-yl)methyl)amino)phenyl)sulfonyl)benzamide